ClC=1C(C=C2[C@H](CCC3=C(C2=CC1)C(=C(C(=C3)OC)OC)OC)NC(C)=O)=O (S)-N-(10-chloro-1,2,3-trimethoxy-9-oxo-5,6,7,9-tetrahydrobenzo[a]heptalen-7-yl)acetamide